BrC=1C(=NC(=NC1)NC1=CC(=C(C=C1OC)N1C[C@@H]2CN(C[C@@H]2C1)C)N)C1=CN(C2=CC=CC=C12)C1CC1 N1-(5-Bromo-4-(1-cyclopropyl-1H-indol-3-yl)pyrimidin-2-yl)-6-methoxy-4-((3aR,6aS)-5-methylhexahydropyrrolo[3,4-c]pyrrol-2(1H)-yl)benzene-1,3-diamine